5-[3-(1,3-dioxolan-2-yl)-4-[(4-methoxyphenyl)methoxy]phenyl]-N-{2-methoxy-4-[4-(4-methylpiperazin-1-yl)piperidin-1-yl]phenyl}-4-phenoxypyrimidin-2-amine O1C(OCC1)C=1C=C(C=CC1OCC1=CC=C(C=C1)OC)C=1C(=NC(=NC1)NC1=C(C=C(C=C1)N1CCC(CC1)N1CCN(CC1)C)OC)OC1=CC=CC=C1